3-(methylsulfanyl)prop-2-en-1-one CSC=CC=O